COC=1C=C(CNC(C)=O)C=C(C1S(=O)(=O)NC1=NOC2=C1C(=CC=C2)OC)OC N-(3,5-dimethoxy-4-(N-(4-methoxybenzo[d]isoxazol-3-yl)aminosulfonyl)benzyl)acetamide